6-bromo-N-[1-[3-(5-bromo-2-pyridyl)pyrazin-2-yl]ethyl]-N-methyl-8-(trifluoromethyl)quinazolin-4-amine BrC=1C=C2C(=NC=NC2=C(C1)C(F)(F)F)N(C)C(C)C1=NC=CN=C1C1=NC=C(C=C1)Br